5-bromo-1-methyl-2,3-dihydro-1H-indole-6-sulfonyl chloride BrC=1C=C2CCN(C2=CC1S(=O)(=O)Cl)C